[2H]C(CC(F)F)(O)[2H] 1,1-dideuterio-3,3-difluoro-propan-1-ol